2-((1-(7-chloro-3,4-diethyl-5-oxo-4,5-dihydroimidazo[1,5-a]quinazolin-9-yl)ethyl)amino)benzoic acid ClC=1C=C2C(N(C=3N(C2=C(C1)C(C)NC1=C(C(=O)O)C=CC=C1)C=NC3CC)CC)=O